NC1=CC(=NO1)C1=CC=C(C=C1)NC(OC(C)(C)C)=O tert-butyl (4-(5-aminoisoxazol-3-yl)phenyl)carbamate